Cl.Cl.CN(C=1SC2=C(N=NC(=C2)C2=C(C=C(C=C2)C=2C=NNC2)O)N1)C1CC(C1)NC 2-(6-{Methyl-[(1r,3r)-3-(methylamino)cyclobutyl]amino}[1,3]thiazolo[4,5-c]pyridazin-3-yl)-5-(1H-pyrazol-4-yl)phenol-Dihydrochlorid